[(1R,7S)-7-[(Z)-N'-benzoyloxy-N-methyl-carbamimidoyl]-5-methyl-9-oxo-4,5,8,10-tetrazatricyclo[6.2.1.02,6]undeca-2(6),3-dien-10-yl] sulfate sodium salt [Na+].S(=O)(=O)(ON1C(N2[C@@H](C=3N(N=CC3[C@@H]1C2)C)/C(/NC)=N/OC(C2=CC=CC=C2)=O)=O)[O-]